C(\C=C/C(=O)O)(=O)O cis-butendioic acid